(2-hydroxy-6-methyl-4-chloro-phenyl)boronic acid OC1=C(C(=CC(=C1)Cl)C)B(O)O